4-(1H-imidazole-1-carbonyl)piperazine-1-carboxylic acid tert-butyl ester C(C)(C)(C)OC(=O)N1CCN(CC1)C(=O)N1C=NC=C1